BrC1=C2C(CCOC2=CC(=C1)Cl)N1CCN(CC1)C(=O)OC(C)(C)C tertbutyl 4-(5-bromo-7-chloro-chroman-4-yl)piperazine-1-carboxylate